3-[(5-difluoromethoxy-1-methyl-3-trifluoromethylpyrazole-4-yl)-methylsulfonyl]-4,5-dihydro-5,5-dimethyl-1,2-oxazole FC(OC1=C(C(=NN1C)C(F)(F)F)CS(=O)(=O)C1=NOC(C1)(C)C)F